C(C#C)OCCOCCOCCOCCOCCOCCOCCOCCNC(OC(C)(C)C)=O tert-butyl N-[2-[2-[2-[2-[2-[2-[2-(2-prop-2-ynoxyethoxy)ethoxy]ethoxy]ethoxy]ethoxy]ethoxy]ethoxy]ethyl]carbamate